NC=1N=C(SC1C(=O)C1=NC(=NO1)C1=C(C(=CC=C1)C)C)N(C1=CC=C(C=C1)F)C(C(=O)N)C (N-[4-amino-5-[3-(2,3-dimethylphenyl)-1,2,4-oxadiazole-5-carbonyl]thiazol-2-yl]-4-fluoro-anilino)propanamide